(R)-N-(1-(3-(1-isopropyl-1H-pyrazol-4-yl)-5-(1-methyl-1H-pyrazol-4-yl)phenyl)ethyl)-2-methyl-5-(piperazin-1-yl)benzamide C(C)(C)N1N=CC(=C1)C=1C=C(C=C(C1)C=1C=NN(C1)C)[C@@H](C)NC(C1=C(C=CC(=C1)N1CCNCC1)C)=O